N-[4-fluoro-2-[rac-(3R)-3,4-dimethylpiperazin-1-yl]-5-[2-(2,2,6,6-tetramethylmorpholin-4-yl)pyrimidin-5-yl]phenyl]-6-oxo-4-(trifluoromethyl)-1H-pyridine-3-carboxamide FC1=CC(=C(C=C1C=1C=NC(=NC1)N1CC(OC(C1)(C)C)(C)C)NC(=O)C1=CNC(C=C1C(F)(F)F)=O)N1C[C@H](N(CC1)C)C |r|